3-{5-[3-amino-2,6-dioxo-4-(trifluoromethyl)-3,6-dihydropyrimidin-1(2H)-yl]-2-chloro-4-fluorophenyl}-5-methyl-4,5-dihydro-1,2-oxazole-5-carboxylic acid NN1C(N(C(C=C1C(F)(F)F)=O)C=1C(=CC(=C(C1)C1=NOC(C1)(C(=O)O)C)Cl)F)=O